BrC=1N=C(C(=NC1)SC1=C(C(=CC=C1)Cl)Cl)OCC1=CC=C(C=C1)OC 5-bromo-2-((2,3-dichlorophenyl)thio)-3-((4-methoxybenzyl)oxy)pyrazine